C1(CCC1)CN(C(OC(C)(C)C)=O)[C@H]1CN(CCC1)C=1C=NC(=CC1)C(C)C1=CN=C(S1)C=1C=NC=C(C1)N(C)C tert-butyl (cyclobutylmethyl)((3R)-1-(6-(1-(2-(5-(dimethylamino)pyridin-3-yl)thiazol-5-yl)ethyl)pyridin-3-yl)piperidin-3-yl)carbamate